NC(CO)CC (+)-2-aminobutanol